(+/-)-trans-methyl 3-((2-chloro-6-(furan-2-yl)pyrimidin-4-yl)amino)bicyclo[2.2.2]octane-2-carboxylate ClC1=NC(=CC(=N1)NC1C(C2CCC1CC2)C(=O)OC)C=2OC=CC2